4-bromo-2-(4-chloro-2-fluoro-phenyl)-2-methyl-1,3-benzodioxole BrC1=CC=CC=2OC(OC21)(C)C2=C(C=C(C=C2)Cl)F